Ethyl 4-(5-(2-(2-methyl-5-(4-((4-methylpiperazin-1-yl)methyl)benzamido)phenylamino)pyrimidin-4-yl)pyridin-3-yl)-2,4-dioxobutanoate CC1=C(C=C(C=C1)NC(C1=CC=C(C=C1)CN1CCN(CC1)C)=O)NC1=NC=CC(=N1)C=1C=C(C=NC1)C(CC(C(=O)OCC)=O)=O